5-(3,5-dichlorophenyl)sulfonylquinolin-8-ol ClC=1C=C(C=C(C1)Cl)S(=O)(=O)C1=C2C=CC=NC2=C(C=C1)O